N2-(4,5-dimethoxy-2-nitrobenzyl)oxycarbonylguanosine 5'-methylene(bisphosphonate) C(P(O)(O)=O)P(O)(=O)OC[C@@H]1[C@H]([C@H]([C@@H](O1)N1C=NC=2C(=O)NC(NC(=O)OCC3=C(C=C(C(=C3)OC)OC)[N+](=O)[O-])=NC12)O)O